diethyl ((5-cyclopropyl-3-(2-(trifluoromethyl)phenyl)isoxazol-4-yl)methyl)phosphonate C1(CC1)C1=C(C(=NO1)C1=C(C=CC=C1)C(F)(F)F)CP(OCC)(OCC)=O